(1r,2S,5S)-3-((S)-3,3-dimethyl-2-((4-methylthiazol-2-yl)amino)butanoyl)-6,6-dimethyl-3-azabicyclo[3.1.0]hexane-2-carboxylic acid methyl ester COC(=O)[C@@H]1[C@H]2C([C@H]2CN1C([C@H](C(C)(C)C)NC=1SC=C(N1)C)=O)(C)C